4-[5-[(1S)-2-amino-1-fluoroethyl]pyrimidin-2-yl]-3-(2-methyl-5-pyridin-2-ylpyrazol-3-yl)oxybenzonitrile NC[C@@H](F)C=1C=NC(=NC1)C1=C(C=C(C#N)C=C1)OC=1N(N=C(C1)C1=NC=CC=C1)C